ClC1=C(CNCC=2C(=CC(=NC2)C(=O)OC)OC)C=CC=C1Cl Methyl 5-(((2,3-dichlorobenzyl)amino)methyl)-4-methoxypicolinate